FC(CN1N=CC2=C1N=C(N(C2=O)CCC)N2CC1(CN(C1)C1=NC(=NC(=C1)C(F)(F)F)C)CC2)F 1-(2,2-difluoroethyl)-6-(2-(2-methyl-6-(trifluoromethyl)pyrimidin-4-yl)-2,6-diazaspiro[3.4]octan-6-yl)-5-propyl-1,5-dihydro-4H-pyrazolo[3,4-d]pyrimidin-4-one